2-[4-[[[1-[3-(2,6-Dioxo-3-piperidinyl)phenyl]-4-piperidinyl]-methyl-amino]methyl]cyclohexyl]-7-isopropoxy-N-[6-(trifluoromethyl)-2-pyridinyl]imidazo[1,2-a]pyridine-6-carboxamide O=C1NC(CCC1C=1C=C(C=CC1)N1CCC(CC1)N(C)CC1CCC(CC1)C=1N=C2N(C=C(C(=C2)OC(C)C)C(=O)NC2=NC(=CC=C2)C(F)(F)F)C1)=O